14-(trimethylsilyl)tetradeca-13-yn-1-ol C[Si](C#CCCCCCCCCCCCCO)(C)C